C(C)(=O)N1CC2=NC=CN=C2CC1C(=O)N1[C@@H](C[C@H](C1)F)C(=O)N[C@H](C1=CC=C(C=C1)C(C)C)C1=CC=CC=C1 (2S,4R)-1-{6-acetyl-5H,6H,7H,8H-pyrido[3,4-b]pyrazine-7-carbonyl}-4-fluoro-N-[(S)-phenyl[4-(propan-2-yl)phenyl]methyl]pyrrolidine-2-carboxamide